N-(4-(4-benzylpiperazin-1-yl)quinolin-3-yl)-2,4-Dichlorobenzamide C(C1=CC=CC=C1)N1CCN(CC1)C1=C(C=NC2=CC=CC=C12)NC(C1=C(C=C(C=C1)Cl)Cl)=O